ClC=1C=NC(=C(C(=O)NC2CCC(CC2)CN2C(N(C3=C2C=CC=C3)C3=C(C=CC=C3)C#N)=O)C1)C(F)F 5-chloro-N-((1r,4r)-4-((3-(2-cyanophenyl)-2-oxo-2,3-dihydro-1H-benzo[d]imidazol-1-yl)methyl)cyclohexyl)-2-(difluoromethyl)nicotinamide